(2S)-2-amino-N-[(1S)-1-carbamoyl-2-[(3S)-2-oxopyrrolidin-3-yl]ethyl]-4-methylpentan-amide hydrochloride Cl.N[C@H](C(=O)N[C@@H](C[C@H]1C(NCC1)=O)C(N)=O)CC(C)C